CC1(CC1)C1=CC=C2C(=N1)NN=C2N 6-(1-methyl-cyclopropyl)-1H-pyrazolo[3,4-b]pyridin-3-amine